Cl.CNC1(CC1)C=1OC=CN1 N-methyl-1-(1,3-oxazol-2-yl)cyclopropan-1-amine hydrochloride